C1=CC=C(C=C1)P(=O)(C2=CC=CC=C2)C3=CC=CC(=C3)C4=NC(=NC(=N4)C5=CC(=CC=C5)P(=O)(C6=CC=CC=C6)C7=CC=CC=C7)C8=CC(=CC=C8)P(=O)(C9=CC=CC=C9)C1=CC=CC=C1 ((1,3,5-triazine-2,4,6-triyl)tris(benzene-3,1-diyl))tris(diphenylphosphine oxide)